BrC=1C=NC=CC1/C=C/N(C)C (E)-2-(3-bromopyridin-4-yl)-N,N-dimethylethen-1-amine